FC(C(=O)[O-])(F)F trifluoroacetic acid anion